(S)-2-(1-(4-fluorophenyl)-3,4-dihydroisoquinolin-2(1H)-yl)-8-methyl-1-oxa-3,8-diazaspiro[4.5]dec-2-ene FC1=CC=C(C=C1)[C@@H]1N(CCC2=CC=CC=C12)C=1OC2(CN1)CCN(CC2)C